N(=[N+]=[N-])[C@H](C(=O)NC1=CC=C(CN([C@@H](C)C(=O)O)P(=O)(OC2=CC=CC=C2)CCC=C(C)C)C=C1)C.C(C1=CC=CC=C1)OC1=NC(=CC=C1C1=CC=C(C=C1)Br)OCC1=CC=CC=C1 2,6-bis(benzyloxy)-3-(4-bromophenyl)pyridine 4-((S)-2-Azidopropanamido)benzyl-((4-methylpent-3-en-1-yl)(phenoxy)phosphoryl)-L-alaninate